2-(2-chloro-6-fluorobenzyl)-N-(4-fluorophenyl)-8-methyl-4,5-dihydro-2H-furo[2,3-g]indazole-7-carboxamide ClC1=C(CN2N=C3C4=C(CCC3=C2)OC(=C4C)C(=O)NC4=CC=C(C=C4)F)C(=CC=C1)F